OC1(COC1)C#CC=1C=CC=C2C=CN(C(C12)=O)C1=CC=CC=C1 8-((3-hydroxyoxetan-3-yl)ethynyl)-1-oxo-2-phenyl-1,2-dihydroisoquinolin